1-isopropyl-N-(3-methyl-1,1-dioxo-thietan-3-yl)-2-oxo-3-[3-(trifluoromethoxy)phenyl]imidazo[4,5-b]pyridine-6-carboxamide C(C)(C)N1C(N(C2=NC=C(C=C21)C(=O)NC2(CS(C2)(=O)=O)C)C2=CC(=CC=C2)OC(F)(F)F)=O